4'-(6-fluoro-2-(((3R,3aR,6R,6aR)-6-hydroxyhexahydrofuro[3,2-b]furan-3-yl)oxy)-1H-pyrrolo[3,2-b]pyridin-5-yl)-N-methyl-[1,1'-biphenyl]-4-carboxamide FC=1C=C2C(=NC1C1=CC=C(C=C1)C1=CC=C(C=C1)C(=O)NC)C=C(N2)O[C@H]2[C@@H]1[C@H](OC2)[C@@H](CO1)O